C(C)C=1N=C(N(C1C(=O)OC1=CC=C(C[C@H](NC(=O)OC(C)(C)C)C(=O)O)C=C1)C)NC(=O)NCC Boctyrosine ethyl-2-(3-ethylureido)-1-methyl-1H-imidazole-5-carboxylate